C(C)C=1C=C(C=CC1O)S(=O)(=O)C1=CC(=C(C=C1)O)CC bis(3-ethyl-4-hydroxyphenyl)sulfone